Cl.O=C1NCC[C@H]1CNNC(=O)[C@@H]1[C@@H]2[C@H](CN1C(=O)[C@H](C(C)(C)C)NC(C)=O)CCC2 N-[(1S)-1-[(3S,3aS,6aR)-3-[[[(3S)-2-oxopyrrolidin-3-yl]methylamino]carbamoyl]-3,3a,4,5,6,6a-hexahydro-1H-cyclopenta[c]pyrrole-2-carbonyl]-2,2-dimethyl-propyl]acetamide hydrochloride